N-(4-fluoro-3-methoxy-phenyl)-N-methyl-3H-imidazo[4,5-b]pyridine-5-carboxamide FC1=C(C=C(C=C1)N(C(=O)C1=CC=C2C(=N1)NC=N2)C)OC